ClC=1C=2N(C(=C(C1)C(C)=O)C1=CC=CC=C1)C=NC2 1-(8-chloro-5-phenylimidazo[1,5-a]pyridin-6-yl)ethanone